4-[4-[2-(4-butylphenyl)ethynyl]phenyl]-2,5-difluoro-aniline C(CCC)C1=CC=C(C=C1)C#CC1=CC=C(C=C1)C1=CC(=C(N)C=C1F)F